ClC1=C(C=NC(=C1)Cl)C(=O)NC([2H])([2H])[2H] 4,6-dichloro-N-(methyl-d3)pyridine-3-carboxamide